C(C)OC(C1=CC=C(C=C1)C=NC)OCC 1-(4-(diethyloxymethyl)phenyl)-N-methylmethyleneamine